(S)-tert-butyl 2,7-dimethyl-3-(((trifluoromethyl)sulfonyl) oxy)-2,4,5,7-tetrahydro-6H-pyrazolo[3,4-c]pyridine-6-carboxylate CN1N=C2[C@@H](N(CCC2=C1OS(=O)(=O)C(F)(F)F)C(=O)OC(C)(C)C)C